(S)-2-amino-3-(3,4-difluorophenyl)propanoic Acid N[C@H](C(=O)O)CC1=CC(=C(C=C1)F)F